F[Ni-2](F)(F)(F)(F)F hexafluoronickel(IV)